NC1=CC(=C(OC2=NC=NC=C2C2=NC(=NC=C2)N[C@@H]2CN(CCC2)C(=O)[O-])C=C1)F (3S)-3-[[4-[4-(4-amino-2-fluoro-phenoxy)pyrimidin-5-yl]pyrimidin-2-yl]amino]piperidine-1-carboxylate